7,8-difluoroquinoline FC1=CC=C2C=CC=NC2=C1F